rhodium-cerium [Ce].[Rh]